5-butyl-pyrimidine-2,4,6-triamine C(CCC)C=1C(=NC(=NC1N)N)N